C(C)(=O)N1CC=2N(CC1)N=C(C2C2=CC(=NC=C2)NC(C2=CC=CC=C2)=O)C2=CC=C(C=C2)F N-(4-(5-acetyl-2-(4-fluorophenyl)-4,5,6,7-tetrahydropyrazolo[1,5-a]pyrazin-3-yl)pyridin-2-yl)benzamide